C(C)(=O)N1CCC(CC1)NC=1C=CC(=C2CN(C(C12)=O)CC(C(=O)N)=C)C1=CC=C2C=NN(C2=C1)C 2-({7-[(1-acetylpiperidin-4-yl)amino]-4-(1-methyl-1H-indazol-6-yl)-1-oxo-2,3-dihydro-1H-isoindol-2-yl}methyl)prop-2-enamide